di(p-tolyl) 2-ethylhexyl phosphate P(=O)(OC1=CC=C(C=C1)C)(OC1=CC=C(C=C1)C)OCC(CCCC)CC